{4'-cyclopropyl-4-[({4-[1-cyclopropyl-4-(trifluoromethyl)imidazol-2-yl]phenyl}methyl)amino]-6'-methoxy-6-methyl-[2,5'-bipyrimidin]-5-yl}methanol C1(CC1)C1=NC=NC(=C1C1=NC(=C(C(=N1)NCC1=CC=C(C=C1)C=1N(C=C(N1)C(F)(F)F)C1CC1)CO)C)OC